SCCC[Si](OCC)(OCC)OCC 3-(mercapto)propyltriethoxysilane